3β,17β-dihydroxyandrost-5-en-7-one O[C@@H]1CC2=CC([C@H]3[C@@H]4CC[C@@H]([C@@]4(C)CC[C@@H]3[C@]2(CC1)C)O)=O